azaindolyl-pyridone 3-{2-fluoro-4-[2-(4,4,5,5-tetramethyl-1,3,2-dioxaborolan-2-yl)ethoxy]phenyl}propanoate FC1=C(C=CC(=C1)OCCB1OC(C(O1)(C)C)(C)C)CCC(=O)O.N1N=C(C2=CC=CC=C12)C=1C(NC=CC1)=O